tert-butyl (2R,3S,4S)-4-[(tert-butoxycarbonyl)oxy]-3-[(2-fluoroprop-2-enoyl)oxy]-2-[(4-methoxyphenyl)methyl]pyrrolidine-1-carboxylate C(C)(C)(C)OC(=O)O[C@@H]1[C@H]([C@H](N(C1)C(=O)OC(C)(C)C)CC1=CC=C(C=C1)OC)OC(C(=C)F)=O